ClC1=NC(=NC(=C1C(F)F)Cl)NS(=O)(=O)C=1C=NN(C1)C N-[4,6-Dichloro-5-(difluoromethyl)pyrimidin-2-yl]-1-methyl-pyrazole-4-sulfonamide